2'-oxo-1',2',6,7-tetrahydro-4H-spiro[benzofuran-5,3'-pyrrolo[2,3-b]pyridine]-2-carboxamide O=C1C2(C=3C(=NC=CC3)N1)CCC1=C(C=C(O1)C(=O)N)C2